(1S,3R)-3-amino-1-(Boc-amino)cyclohexane N[C@H]1C[C@H](CCC1)NC(=O)OC(C)(C)C